Isopropyl-dimethyl-acrylic acid C(C)(C)C(C(=O)O)=C(C)C